FC(C=1C=CC(=NC1)N1N=C2CCCCC2=C1O)(F)F (5-(trifluoromethyl)pyridin-2-yl)-4,5,6,7-tetrahydro-2H-indazol-3-ol